C(CCCCCCCCCCCCCCCCC)(=O)N[C@@H](CCC(=O)O)C(=O)O.C(CCCCC)C(CCCCCCCCC)O hexyl-decanol stearoyl-glutamate